4,5,5,5-tetrafluoro-4-(trifluoromethyl)pentanoic acid (3s,5s,7s)-adamantan-1-yl ester C12(CC3CC(CC(C1)C3)C2)OC(CCC(C(F)(F)F)(C(F)(F)F)F)=O